4-(aminomethyl)-6-(5,6-dimethylpyridin-3-yl)phthalazin-1(2H)-one NCC1=NNC(C2=CC=C(C=C12)C=1C=NC(=C(C1)C)C)=O